3-(4-(5-fluoro-2-(trifluoromethyl)phenyl)piperidine-1-carbonyl)-1,4,6,7-tetrahydro-5H-pyrazolo[4,3-c]pyridine-5-carboxylic acid tert-butyl ester C(C)(C)(C)OC(=O)N1CC2=C(CC1)NN=C2C(=O)N2CCC(CC2)C2=C(C=CC(=C2)F)C(F)(F)F